C(C=C)(=O)N1CC=2N(CC1)N=C(C2C2=CC=NC=C2)C2=CC=C(C#N)C=C2 4-[5-acryloyl-3-(pyridin-4-yl)-4,5,6,7-tetrahydropyrazolo[1,5-a]pyrazin-2-yl]benzonitrile